I.C1(CCCCC1)N cyclohexyl-amine hydriodide